CC=1C=C(C=C(C1)C)C1=CC=2C3=C(C=NC2C=C1)N=C(N3C3=CC=C(C=C3)F)C 8-(3,5-dimethylphenyl)-1-(4-fluorophenyl)-2-methyl-1H-imidazo[4,5-c]quinoline